CC/C=C\C/C=C\C/C=C\CCCCCCCCCC(=O)O all-cis-11,14,17-eicosatrienoic acid